C1(CC1)C1=NN(C=C1)C=1C=C(C#N)C=CC1C(=O)N1CCC(CC1)C(F)(F)F 3-(3-cyclopropylpyrazol-1-yl)-4-[4-(trifluoromethyl)piperidine-1-carbonyl]benzonitrile